C(C1=CC=CC=C1)N1CC2=CC=C(C=C2C=N1)C(=O)OC methyl 2-benzyl-1,2-dihydrophthalazine-6-carboxylate